COC=1C=C(C=CC1OC1=CC=CC=C1)S(=O)(=O)OC1CS(C=C1)(=O)=O 1,1-dioxido-2,3-dihydrothiophen-3-yl 3-methoxy-4-phenoxybenzenesulfonate